(R)-2-chloro-6-(1-(2,2-difluoro-1-(4-fluorophenyl)propyl)-1H-pyrazol-4-yl)pyrazine ClC1=NC(=CN=C1)C=1C=NN(C1)[C@@H](C(C)(F)F)C1=CC=C(C=C1)F